C[C@@H]1COCCN1C1=CC(=NC=2N1N=CC2C2=NN(C=C2)C2OCCCC2)N2CC1CCC(C2)O1 3-(7-((R)-3-methylmorpholino)-3-(1-(tetrahydro-2H-pyran-2-yl)-1H-pyrazol-3-yl)pyrazolo[1,5-a]pyrimidin-5-yl)-8-oxa-3-azabicyclo[3.2.1]octane